FC(OC=1C=CC(=NC1)C=1C=C2C=CN(C(C2=CC1F)=O)CCC[C@H](C)NC=1C=NNC(C1C(F)(F)F)=O)F 6-[5-(difluoromethoxy)pyridin-2-yl]-7-fluoro-2-[(4S)-4-[[6-oxo-5-(trifluoromethyl)-1H-pyridazin-4-yl]amino]pentyl]isoquinolin-1-one